BrC=1C=C(CCNC2=NC(=C(C=3N=C(N=CC32)SC)F)C3=CC=CC2=CC=C(C(=C32)C#C[Si](C(C)C)(C(C)C)C(C)C)F)C=CC1 N-(3-bromophenethyl)-8-fluoro-7-(7-fluoro-8-((triisopropylsilyl)ethynyl)naphthalen-1-yl)-2-(methylthio)pyrido[4,3-d]pyrimidin-5-amine